C(C1=CC=CC=C1)OC=1C=C(C=C(C1F)C(F)(F)F)C=1OC2=C(N1)C=C(C=C2)C(=O)O 2-(3-(Benzyloxy)-4-fluoro-5-(trifluoromethyl)phenyl)benzo[d]oxazole-5-carboxylic acid